(3-methyl-5-tertiary butyl-4-hydroxyphenyl) propionate C(CC)(=O)OC1=CC(=C(C(=C1)C(C)(C)C)O)C